(4-((5-chloro-4-(1-isopropyl-1H-pyrazol-4-yl)pyrimidin-2-yl)amino)-3-methoxyphenyl)(4-(2-hydroxypropan-2-yl)piperidin-1-yl)methanone ClC=1C(=NC(=NC1)NC1=C(C=C(C=C1)C(=O)N1CCC(CC1)C(C)(C)O)OC)C=1C=NN(C1)C(C)C